chloro-N-(4'-(difluoromethyl)-2-fluoro-[1,1'-biphenyl]-3-yl)-N-methyl-[1,2,4]triazolo[4,3-a]quinazolin-5-amine ClC1=NN=C2N1C1=CC=CC=C1C(=N2)N(C)C=2C(=C(C=CC2)C2=CC=C(C=C2)C(F)F)F